C(C)OC(OCC)OCC tri-ethylorthoformate